(1R)-6-benzyloxy-N-[(2,4-difluorophenyl)methyl]-14-methyl-5,8-dioxo-2,9-diazatricyclo[7.4.1.02,7]tetradec-3,6-diene-4-carboxamide C(C1=CC=CC=C1)OC=1C(C(=CN2[C@@H]3CCCCN(C(C12)=O)C3C)C(=O)NCC3=C(C=C(C=C3)F)F)=O